ClC=1C=C(C=CC1F)NC(=O)C1=C2CCC(C2=C(C=C1)F)NC(=O)C=1SC=CN1 N-(4-((3-chloro-4-fluorophenyl)carbamoyl)-7-fluoro-2,3-dihydro-1H-inden-1-yl)thiazole-2-carboxamide